C(C=C)(=O)N1CCC(CC1)OC=1C=C2C(=NC=NC2=CC1OC)NC=1C=C(C=CC1OC)C1=CC=C(O1)C#N 5-(3-((6-((1-acryloyl-piperidin-4-yl)oxy)-7-methoxy-quinazolin-4-yl)amino)-4-methoxyphenyl)furan-2-carbonitrile